O=C1NC(CCC1N1C(C2=CC=CC(=C2C1=O)OCCCCC=O)=O)=O 5-[[2-(2,6-dioxopiperidin-3-yl)-1,3-dioxoisoindol-4-yl]oxy]pentanal